2-(4,5-dichloro-6-oxo-pyridazin-1-yl)-N-[3-[2-(2-pyridyl)ethylsulfamoyl]phenyl]acetamide ClC=1C=NN(C(C1Cl)=O)CC(=O)NC1=CC(=CC=C1)S(NCCC1=NC=CC=C1)(=O)=O